benzyl-N-((1S,4r)-4-(((2S,5R)-5-((S)-(3-fluorophenyl)(hydroxy)methyl)pyrrolidin-2-yl)methyl)cyclohexyl)acetamide hydrochloride Cl.C(C1=CC=CC=C1)CC(=O)NC1CCC(CC1)C[C@H]1N[C@H](CC1)[C@@H](O)C1=CC(=CC=C1)F